tert-butyl 2-[({1-[(benzyloxy)carbonyl]piperidin-4-yl}oxy)methyl]-3-oxopiperidine-1-carboxylate C(C1=CC=CC=C1)OC(=O)N1CCC(CC1)OCC1N(CCCC1=O)C(=O)OC(C)(C)C